COCCN1C=NC2=C(C1=O)C=CC=N2 3,4-dihydro-3-(2-methoxyethyl)-4-oxopyrido[2,3-d]pyrimidin